3-chlorobenzyl ((S)-3-cyclohexyl-1-(((S)-1-hydroxy-5-oxo-5-(2,3,4,5-tetrahydro-1H-benzo[b]azepin-1-yl)pentan-2-yl)amino)-1-oxopropan-2-yl)carbamate C1(CCCCC1)C[C@@H](C(=O)N[C@H](CO)CCC(N1C2=C(CCCC1)C=CC=C2)=O)NC(OCC2=CC(=CC=C2)Cl)=O